1-benzyl-3-(2-hydroxyethyl)thiourea C(C1=CC=CC=C1)NC(=S)NCCO